FC1=CC2=C(N(CCO2)C(=O)C=2C=C(C=3N(C2)C(=CN3)C=3C=CC(=NC3)NC(OC)=O)C)C=C1 methyl N-[5-[6-(7-fluoro-2,3-dihydro-1,4-benzoxazine-4-carbonyl)-8-methyl-imidazo[1,2-a]pyridin-3-yl]-2-pyridyl]carbamate